BrC1=CC=C(C[N+]2=NOC(=C2)[N-]C(NC=2C=NC=C(C2)C(F)(F)F)=O)C=C1 (3-(4-bromobenzyl)-1,2,3-oxadiazol-3-ium-5-yl)((5-(trifluoromethyl)pyridin-3-yl)carbamoyl)amide